5-{8,8-difluoro-3-azabicyclo[3.2.1]octan-3-yl}pentanoic acid FC1(C2CN(CC1CC2)CCCCC(=O)O)F